C(C1=CC=CC=C1)N1C(C(C1)OC)(C)CO[Si](C)(C)C(C)(C)C 1-benzyl-2-(((tert-butyldimethylsilyl)oxy)methyl)-3-methoxy-2-methylazetidine